1-(4-(2-(8-fluoroimidazo[1,2-a]pyridin-6-yl)-3-isopropyl-1H-indol-5-yl)piperidin-1-yl)-2-(methylamino)ethan-1-one FC=1C=2N(C=C(C1)C=1NC3=CC=C(C=C3C1C(C)C)C1CCN(CC1)C(CNC)=O)C=CN2